C12(CC3CC(CC(C1)C3)C2)C(=O)NNC([C@H](CC2=CNC3=CC=CC=C23)NS(=O)(=O)C2=CC=C(C=C2)Br)=O N-((S)-1-(2-((3S,5S,7S)-adamantane-1-carbonyl)hydrazino)-3-(1H-indol-3-yl)-1-oxopropan-2-yl)-4-bromobenzenesulfonamide